N6-(2-fluoro-4-(methylsulfonyl)phenyl)-3-methoxy-N6-methyl-N2-(5-methyl-1H-pyrazol-3-yl)-4-(1-methyl-1H-pyrazol-4-yl)pyridine-2,6-diamine FC1=C(C=CC(=C1)S(=O)(=O)C)N(C1=CC(=C(C(=N1)NC1=NNC(=C1)C)OC)C=1C=NN(C1)C)C